C[C@@H]1COC2=C(SC3=C2C=2C=CC=NC2C=C3)C(N1C(=O)OC(C)(C)C)=O tert-Butyl (R)-10-methyl-8-oxo-10,11-dihydro-[1,4]oxazepino[7',6':4,5]thieno[3,2-f]quinoline-9(8H)-carboxylate